1-(4-chlorophenyl)-3-nitrobenzene ClC1=CC=C(C=C1)C1=CC(=CC=C1)[N+](=O)[O-]